CC=1C=CC(=C(C1)O)C1=NN=C(C2=C1CCCCC2)N[C@H]2CN(CCC2)C (R)-5-methyl-2-(4-((1-methylpiperidin-3-yl)amino)-6,7,8,9-tetrahydro-5H-cyclohepta[d]pyridazin-1-yl)phenol